C(C)(C)(C)OC(N(C)C)OC(C)(C)C 1,1-di-tert-butoxy-N,N-dimethyl-methanamine